C1(=CC=C(C=C1)CC1=C(C(=O)O)C=CC=C1)C1=CC=CC=C1 2-([1,1'-biphenyl]-4-ylmethyl)benzoic acid